O=C1NC(CCC1N1CCCC2=C(C=CC=C12)C1CCN(CC1)C(=O)OC(C)(C)C)=O tert-butyl 4-[1-(2,6-dioxo-3-piperidyl)-3,4-dihydro-2H-quinolin-5-yl]piperidine-1-carboxylate